C(C)N(CCCS(=O)(=O)N1C[C@H]([C@H](CC1)NC1=NN2C=NC(=C(C2=N1)OC(C)C)C=1C=NNC1)C)CC N-((3R,4S)-1-((3-(Diethylamino)propyl)sulfonyl)-3-methylpiperidin-4-yl)-8-isopropoxy-7-(1H-pyrazol-4-yl)-[1,2,4]triazolo[1,5-c]pyrimidin-2-amine